ethyl 3-(4-trifluoromethylphenyl)-3-oxopropionate FC(C1=CC=C(C=C1)C(CC(=O)OCC)=O)(F)F